2-methoxyphenyl beta-D-glucopyranoside O([C@H]1[C@H](O)[C@@H](O)[C@H](O)[C@H](O1)CO)C1=C(C=CC=C1)OC